FC1=C(C=CC=C1)C1=CN2C[C@H](CC3=CC=CC1=C23)N(C)C (S)-1-(2-fluorophenyl)-N,N-dimethyl-5,6-dihydro-4H-pyrrolo[3,2,1-ij]quinolin-5-amine